4-epoxy-6-methylcyclohexyl methyl-carboxylate CC(=O)OC1CC2C(C(C1)C)O2